tert-butyl (2-(3-((2-aminoethyl)(2-(tritylamino)ethyl)amino)-3-oxopropoxy)ethyl)carbamate NCCN(C(CCOCCNC(OC(C)(C)C)=O)=O)CCNC(C1=CC=CC=C1)(C1=CC=CC=C1)C1=CC=CC=C1